N-(1-(1-(2,4-bis(trifluoromethyl)phenyl)ethyl)-1H-pyrazol-4-yl)-5-(pyrazin-2-yl)-1,3,4-thiadiazole-2-carboxamide FC(C1=C(C=CC(=C1)C(F)(F)F)C(C)N1N=CC(=C1)NC(=O)C=1SC(=NN1)C1=NC=CN=C1)(F)F